1,1,1,2,2,3,3,4,4-nonafluoro-6-propoxyhexane FC(C(C(C(CCOCCC)(F)F)(F)F)(F)F)(F)F